BrC1=CC=C(O1)C1=NN=C2N1CCN(C2)C(=O)C=2C=C(CN1C(C3=CC=CC=C3C=N1)=O)C=CC2F 3-(3-(5-bromofuran-2-yl)-5,6,7,8-tetrahydro-[1,2,4]triazolo[4,3-a]pyrazine-7-carbonyl)-4-fluorobenzyl-phthalazin-1(2H)-one